4-(1H-pyrazol-4-yl)morpholine N1N=CC(=C1)N1CCOCC1